(S)-2-(2,2-difluoro-3-(4-fluorophenyl)-3-hydroxypropyl)isoindoline-1,3-dione FC(CN1C(C2=CC=CC=C2C1=O)=O)([C@@H](O)C1=CC=C(C=C1)F)F